1-(2-bromo-3-methylphenyl)cyclopropanamine BrC1=C(C=CC=C1C)C1(CC1)N